C(C)OC1=C(C(=CC(=C1)[C@@H](C)NCCCCC1=CC=CC=C1)OCC)C1(CC1)O 1-(2,6-Diethoxy-4-{(1R)-1-[(4-Phenylbutyl)Amino]Ethyl}Phenyl)Cyclopropan-1-Ol